C(#N)N1C[C@H](CC1)C(=O)NC1=NC=CC(=C1)C1=CC=NC=2N1C=CN2 (S)-1-cyano-N-(4-(imidazo[1,2-a]pyrimidin-5-yl)pyridin-2-yl)pyrrolidine-3-carboxamide